BrC=1C(=CC(=C(C1)S(=O)(=O)N(C1=NC=NC=C1)CC1=C(C=C(C=C1)OC)OC)F)F 5-bromo-N-(2,4-dimethoxybenzyl)-2,4-difluoro-N-(pyrimidin-4-yl)benzene-sulfonamide